BrC(C(Br)(Br)Br)(Br)Br Hexabromoethan